tert-butyl (3R)-3-(trifluoromethoxy)piperidine-1-carboxylate FC(O[C@H]1CN(CCC1)C(=O)OC(C)(C)C)(F)F